C(C1=CC=CC=C1)N1CCC(CC1)CN1CC(C1)NC(OCCCC)=O butyl (1-((1-benzylpiperidin-4-yl)methyl)azetidin-3-yl)carbamate